(1R,2S)-1-[[6-(4-fluorophenyl)-8-methoxy-quinazolin-4-yl]amino]indan-2-ol FC1=CC=C(C=C1)C=1C=C2C(=NC=NC2=C(C1)OC)N[C@H]1[C@H](CC2=CC=CC=C12)O